[Cl-].C(CCCCCCCCCCCCC)[N+](CCC[Si](OC)(OC)OC)(CCC)CCC tetradecyl-di-n-propyl-(3-trimethoxysilylpropyl)ammonium chloride